methyl-5-amino-6-methoxy-2,3-dihydrobenzo[d]isothiazole 1,1-dioxide CN1S(C2=C(C1)C=C(C(=C2)OC)N)(=O)=O